COC1=C(C=C(C=C1)C=O)OC Methylvanillin